O1C(=CC=C1CN)CN Furan-2,5-diyldimethanamin